Methyl (rel)-(S)-4-(3-hydroxy-3-((methoxy-d3)methyl)pent-1-yn-1-yl)benzoate O[C@](C#CC1=CC=C(C(=O)OC)C=C1)(CC)COC([2H])([2H])[2H] |o1:1|